C(C)(C)(C)N1CC2(OC3=CC(=C(C=C3C(C2CCCCCCCCC(=O)O)O)C)C)C1 1-(tert-butyl)6'-methyl-4'-hydroxy-7'-methylspiro[azetidine-3,2'-chroman]nonanoic Acid